phenylboronic acid benzyl-(2S)-2-(cyanomethyl)-4-[6-[(3-methoxy-1-naphthyl)carbamoyl]-2-(4-pyridyl)pyrimidin-4-yl]piperazine-1-carboxylate C(C1=CC=CC=C1)OC(=O)N1[C@H](CN(CC1)C1=NC(=NC(=C1)C(NC1=CC(=CC2=CC=CC=C12)OC)=O)C1=CC=NC=C1)CC#N.C1(=CC=CC=C1)B(O)O